2-amino-9-((2R,4S,5R)-4-hydroxy-5-(hydroxymethyl)tetrahydrofuran-2-yl)-1,9-dihydro-6H-purine-6-thione NC=1NC(C=2N=CN(C2N1)[C@@H]1O[C@@H]([C@H](C1)O)CO)=S